N-[2-amino-3-fluoro-4-(tetrahydropyran-4-yl)phenyl]carbamic acid tert-butyl ester C(C)(C)(C)OC(NC1=C(C(=C(C=C1)C1CCOCC1)F)N)=O